ClC1=CC=2CCN(S(C2C=N1)(=O)=O)C(C(=O)O)C(C)C1=C(C(=CC=C1F)C)C 2-(6-chloro-1,1-dioxo-3,4-dihydro-2H-pyrido[4,3-e][1,2]thiazin-2-yl)-3-(6-fluoro-2,3-dimethylphenyl)butanoic acid